methyl 3-((5-(4-methylpiperazin-1-yl)-1,3,4-thiadiazol-2-yl) amino)-3-oxopropionate CN1CCN(CC1)C1=NN=C(S1)NC(CC(=O)OC)=O